(R or S)-N-[2-(3-fluoro-2-oxo-1,2-dihydropyridin-1-yl)-3-{[(CIS)-4-phenylcyclohexyl]oxy}propyl]methane-sulfonamide FC=1C(N(C=CC1)[C@H](CNS(=O)(=O)C)CO[C@@H]1CC[C@@H](CC1)C1=CC=CC=C1)=O |o1:7|